N-[[5-bromo-6-(trifluoromethyl)-2-pyridyl]methyl]acetamide trans-tert-butyl-2-(2-chloro-6-(6-(methylcarbamoyl)pyrimidin-4-yl)pyridin-4-yl)-6-(methoxymethyl)morpholine-4-carboxylate C(C)(C)(C)OC(=O)N1C[C@H](O[C@@H](C1)COC)C1=CC(=NC(=C1)C1=NC=NC(=C1)C(NC)=O)Cl.BrC=1C=CC(=NC1C(F)(F)F)CNC(C)=O